N-[Trans-(7RS,9RS)-9-(benzylamino)-3-cyclopropyl-5-(2-methylpropylsulfamoyl)-8,9-dihydro-7H-cyclopenta[h]isochinolin-7-yl]pyridin-3-carboxamid C(C1=CC=CC=C1)N[C@@H]1C[C@H](C2=CC(=C3C=C(N=CC3=C21)C2CC2)S(NCC(C)C)(=O)=O)NC(=O)C=2C=NC=CC2 |r|